ClC=1C(=C(N[C@@H](C(=O)N2[C@H]3CC([C@@H]([C@@H]2C(=O)N[C@@H](C[C@H]2C(NCCC2)=O)C#N)CC3)(F)F)C)C=CC1)C (1R,3R,4R)-2-[(2R)-2-(3-chloro-2-methyl-anilino)propanoyl]-N-[(1S)-1-cyano-2-[(3S)-2-oxo-3-piperidyl]ethyl]-5,5-difluoro-2-azabicyclo[2.2.2]octane-3-carboxamide